FC=1C=C(C=CC1OC1=CC=NC2=CC(=C(C=C12)OC)OCCCN1CCC(CC1)C)NC(=O)C1=NC=CN(C1=O)C1=CC=C(C=C1)C(F)(F)F N-(3-fluoro-4-{6-methoxy-7-[3-(4-methyl-1-piperidinyl)propoxy]quinolin-4-yloxy}phenyl)-3-oxo-4-(4-trifluoromethylphenyl)-3,4-dihydropyrazine-2-carboxamide